[SiH2](O[SiH2]O[SiH3])C(=O)[O-].[Na+] sodium trisiloxanecarboxylate